C1(CCC1)OC=1C(=CC2=CN(N=C2C1)C12COC(C1)(C2)C)C(=O)OC2=CC=CC=C2 phenyl 6-cyclobutoxy-2-(1-methyl-2-oxabicyclo[2.1.1]hex-4-yl)-2H-indazole-5-carboxylate